(S)-6-(3-(tert-butoxy)-3-oxopropyl)-2,2-dimethyl-4,7,10,13,16,19-hexaoxo-3,23,26,29,32-pentaoxa-5,8,11,14,17,20-hexaazapentatriacontan-35-oic acid C(C)(C)(C)OC(CC[C@H](NC(OC(C)(C)C)=O)C(NCC(NCC(NCC(NCC(NCCOCCOCCOCCOCCC(=O)O)=O)=O)=O)=O)=O)=O